[Br-].C(CCCCCCCCCCCCCCCCC)[P+](C1=CC=CC=C1)(C1=CC=CC=C1)C1=CC=CC=C1 octadecyl-triphenylphosphonium bromide